octahydroazocine N1CCCCCCC1